NC[C@@](C(F)(F)F)(O)C (S)-3-amino-1,1,1-trifluoro-2-methylpropan-2-ol